CC=1C=CC(=NC1)C(F)(F)F 5-methyl-2-(trifluoromethyl)pyridine